(E)-1-(4-chlorophenyl)-3-(dimethylamino)-2-propen-1-one ClC1=CC=C(C=C1)C(\C=C\N(C)C)=O